BrC1=CC=C2N=C(C(NC2=C1C)=O)OC 7-bromo-3-methoxy-8-methyl-1H-quinoxaline-one